ClC1=CC(=NC=C1)CC1C(C(=NO1)C1=CC=CC=C1)(C)C 5-((4-chloropyridin-2-yl)methyl)-4,4-dimethyl-3-phenyl-4,5-dihydroisoxazole